N-(tetrahydro-2H-pyran-4-yl)pyrimidine-4-carboxamide hydrochloride Cl.O1CCC(CC1)NC(=O)C1=NC=NC=C1